tert-butyl (R)-4-((1-(2-cyanoacetyl)piperidin-3-yl)amino)-1H-pyrrolo[2,3-b]pyridine-5-carboxylate C(#N)CC(=O)N1C[C@@H](CCC1)NC1=C2C(=NC=C1C(=O)OC(C)(C)C)NC=C2